tert-butyl 4-formyl-1,3-dihydroisoindole-2-carboxylate C(=O)C1=C2CN(CC2=CC=C1)C(=O)OC(C)(C)C